CC1=C(C2(C3=CC=CC=C13)CCC(CC2)NC2=CC(=CC=C2)Cl)Br methyl-(1s,4s)-2'-bromo-4-(3-chloroanilino)spiro[cyclohexane-1,1'-indene]